3-(3,5-dichloro-2-fluoro-4-(4-hydroxy-3-isopropylbenzyl)phenyl)-N,N-dimethylpropionamide ClC=1C(=C(C=C(C1CC1=CC(=C(C=C1)O)C(C)C)Cl)CCC(=O)N(C)C)F